NC1=NC(=NC=C1F)C1=C(C=C2C(N(C=NC2=C1)CCC[C@H](C)NC=1C=NNC(C1C(F)(F)F)=O)=O)F 7-(4-amino-5-fluoropyrimidin-2-yl)-6-fluoro-3-[(4S)-4-[[6-oxo-5-(trifluoromethyl)-1H-pyridazin-4-yl]amino]pentyl]quinazolin-4-one